CC1(OB(OC1(C)C)C1=COC2(C1)CCN(CC2)C(=O)OC(C)(C)C)C tert-butyl 3-(4,4,5,5-tetramethyl-1,3,2-dioxaborolan-2-yl)-1-oxa-8-azaspiro[4.5]dec-2-ene-8-carboxylate